(3-(4-(8-methoxy-6-methyl-4-oxo-4,5-dihydrothieno[2,3-c]quinolin-9-yl)phenyl)cyclopentyl)carbamic acid tert-butyl ester C(C)(C)(C)OC(NC1CC(CC1)C1=CC=C(C=C1)C=1C=2C3=C(C(NC2C(=CC1OC)C)=O)SC=C3)=O